3-(difluoromethyl)-1-(2-methoxyethyl)-1H-pyrazole-5-carboxylic acid FC(C1=NN(C(=C1)C(=O)O)CCOC)F